OC[C@H]1O[C@H]([C@H]2[C@@H]1OC(O2)(C)C)N2C1=NC(=NC(=C1N=C2)N2CC1(C(C3=CC=CC=C3C1)=O)C2)Cl 1-[9-[(3aR,4R,6R,6aR)-6-(hydroxymethyl)-2,2-dimethyl-3a,4,6,6a-tetrahydrofuro[3,4-d][1,3]dioxol-4-yl]-2-chloro-purin-6-yl]spiro[azetidine-3,2'-indane]-1'-one